amino-4-methylcoumarin CC1=C(C(=O)OC2=CC=CC=C12)N